NC1=NC(=C2N=CN(C2=N1)NC(=N)N)O 2-amino-6-hydroxypurin-9-yl-(guanidine)